4-bromo-1-fluoro-2-(5-(methoxymethoxy)hept-6-en-1-yn-1-yl)benzene BrC1=CC(=C(C=C1)F)C#CCCC(C=C)OCOC